C=C1C=NNC1 4-methylene-2-pyrazoline